C(#C)C1[C@H]2CN(C[C@@H]12)S(=O)(=O)C1CCN(CC1)C |r| rac-(1S,5R)-6-ethynyl-3-[(1-methyl-4-piperidyl)sulfonyl]-3-azabicyclo[3.1.0]hexane